(1-methyl-1H-indol-3-yl)(9-(1-(pyridin-4-ylmethyl)piperidin-4-yl)-9H-carbazol-4-yl)methanone CN1C=C(C2=CC=CC=C12)C(=O)C1=CC=CC=2N(C3=CC=CC=C3C12)C1CCN(CC1)CC1=CC=NC=C1